trifluoromethyl-2,5-dihydro-3H-pyrrolo[3,2-c]pyridazin-3-one FC(F)(F)N1N=C2C(=CC1=O)NC=C2